C1(=CC=CC=2C3=CC=CC=C3CC12)COC(=O)N[C@@H](CCCCNC(=O)OCC=C)C(=O)O N-fluorenylmethoxycarbonyl-N'-allyloxycarbonyl-L-lysine